CN1C(C2=CC=C(C=C2C=C1)C1=NC2=CC(=CC=C2N=C1)C(=O)N1CCOCC1)=O 2-methyl-6-(7-(4-morpholinylcarbonyl)-2-quinoxalinyl)-1(2H)-isoquinolinone